C(C)(C)(C)OC(=O)N1C[C@@H](N(CC1)CC1C(CN(CC1)C1=CC=C2C(=NN(C2=C1)C)C1C(NC(CC1)=O)=O)(F)F)C tert-butyl-(3S)-4-((1-(3-(2,6-dioxopiperidin-3-yl)-1-methyl-1H-indazol-6-yl)-3,3-difluoropiperidin-4-yl)methyl)-3-methylpiperazine-1-carboxylate